tin catecholate C=1([O-])C([O-])=CC=CC1.[Sn+4].C=1([O-])C([O-])=CC=CC1